5-isopropyl-8-(3-(methylsulfonylmethyl)azetidin-1-yl)isoquinolin-3-amine C(C)(C)C1=C2C=C(N=CC2=C(C=C1)N1CC(C1)CS(=O)(=O)C)N